5,5-dimethyl-3-((4-phenoxybutyryl)glycyl)thiazolidine-4-carboxamide CC1(C(N(CS1)C(CNC(CCCOC1=CC=CC=C1)=O)=O)C(=O)N)C